C(C1=CN=CC=C1)(=O)OC1=C(C(=CC(=C1)Cl)C=NC1=CC(=CC(=C1)Cl)Cl)O 5-chloro-3-((3,5-dichloro-phenylimino)meth-yl)-2-hydroxyphenyl nicotinate